1-[N,N-bis(2-hydroxyethyl)amino]-2-propanol OCCN(CCO)CC(C)O